C(#N)C1=CC(=NC=C1OC(C)C)C(=O)OC methyl 4-cyano-5-isopropoxypicolinate